2-[2-(2,6-dioxopiperidin-3-yl)-1-oxo-2,3-dihydro-1H-isoindol-4-yl]aminoacetic acid O=C1NC(CCC1N1C(C2=CC=CC(=C2C1)NCC(=O)O)=O)=O